OC1=C(C(=O)[O-])C(=CC=C1)O.[Cu+2].OC1=C(C(=O)[O-])C(=CC=C1)O copper 2,6-dihydroxybenzoate